3-(6-fluoro-5-(5-((4'-fluoro-5,5-dimethyl-3,4,5,6-tetrahydro-[1,1'-biphenyl]-2-yl)methyl)-2,5-diazabicyclo[2.2.2]octane-2-carbonyl)-1-oxoisoindolin-2-yl)piperidine-2,6-dione FC1=C(C=C2CN(C(C2=C1)=O)C1C(NC(CC1)=O)=O)C(=O)N1C2CN(C(C1)CC2)CC2=C(CC(CC2)(C)C)C2=CC=C(C=C2)F